ClC1=CC2=C(NC(=N2)C(N2C(C3=CC=CC=C3C2)=O)C2=C(C=CC=C2)OC)C=C1Cl 2-((5,6-dichloro-1H-benzo[d]imidazol-2-yl)(2-methoxyphenyl)methyl)isoindolin-1-one